(E)-2-(((2-butyl-4-fluorobenzo[d]-oxazol-6-yl)oxy)-methyl)-3-fluoro-prop-2-en-1-amine 4-methylbenzene-sulfonate CC1=CC=C(C=C1)S(=O)(=O)O.C(CCC)C=1OC2=C(N1)C(=CC(=C2)OC\C(\CN)=C\F)F